CC1=C(C=CC=C1C)N1CCN(CC1)C(CN1N=C(C=2CCCCC12)C(=O)N1CCC(CC1)(O)CF)=O 1-(4-(2,3-dimethylphenyl)piperazin-1-yl)-2-(3-(4-(fluoromethyl)-4-hydroxypiperidine-1-carbonyl)-4,5,6,7-tetrahydro-1H-indazol-1-yl)ethanone